BrC1=NNC(=N1)NCC1=CC=C(C=C1)C=1N(C=C(N1)Cl)C 3-bromo-N-(4-(4-chloro-1-methyl-1H-imidazol-2-yl)benzyl)-1H-1,2,4-triazol-5-amine